2-Amino-4-(6-chloro-8-fluoro-2-(((2R,7aS)-2-fluorotetrahydro-1H-pyrrolizin-7a(5H)-yl)methoxy)-4-((R)-2-methylpyrrolidin-1-yl)quinazolin-7-yl)-7-fluorobenzo[b]thiophene-3-carbonitrile NC1=C(C2=C(S1)C(=CC=C2C2=C(C=C1C(=NC(=NC1=C2F)OC[C@]21CCCN1C[C@@H](C2)F)N2[C@@H](CCC2)C)Cl)F)C#N